2-((S)-4-((S)-4-chloro-3-methyl-2'-(((S)-1-methylpyrrolidin-2-yl)methoxy)-5',8'-dihydro-6'H-spiro[inden-1,7'-quinazolin]-4'-yl)-1-(2-fluoroacryloyl)piperazin-2-yl)acetonitrile ClC1=C2C(=C[C@@]3(CCC=4C(=NC(=NC4C3)OC[C@H]3N(CCC3)C)N3C[C@@H](N(CC3)C(C(=C)F)=O)CC#N)C2=CC=C1)C